FC(CN1C(=NC2=C1C=CC(=C2)C2CCN(CC2)C2CCN(CC2)CC(C)C)C2=CC(=C(C=C2)OC)OC)F 1-(2,2-Difluoroethyl)-2-(3,4-dimethoxyphenyl)-5-(1'-isobutyl-[1,4'-bipiperidin]-4-yl)-1H-benzo[d]imidazol